C1(CC1)CN1C(=CC2=CC=CC=C12)C1=C(C2=C(S1)C=C(C=C2CCO)C(=O)N2C[C@@H](CCC2)NC(OC(C)(C)C)=O)C tert-Butyl (R)-(1-(2-(1-(cyclopropylmethyl)-1H-indol-2-yl)-4-(2-hydroxyethyl)-3-methylbenzo[b]thiophene-6-carbonyl)piperidin-3-yl)carbamate